C(CCCC)(=O)O[C@H]1[C@@H](O[C@@H]([C@H]([C@@H]1OC(CCCC)=O)OC(CCCC)=O)COC(CCCC)=O)N1N=NC(=C1)C1=NC=CC=C1 1-(2',3',4',6'-Tetra-O-pentanoyl-β-D-glucopyranosyl)-4-(pyridin-2-yl)-1,2,3-triazole